2-[5-oxo-1-[(2,3,4-trifluorophenyl)methyl]pyrrolidin-2-yl]acetic acid O=C1CCC(N1CC1=C(C(=C(C=C1)F)F)F)CC(=O)O